N-(5-((6-((R)-3-(3-chloro-5-fluorophenyl)isoxazolidine-2-yl)pyrimidine-4-yl)amino)-4-methoxy-2-(4-((R)-2-methylmorpholino)piperidine-1-yl)phenyl)acrylamide ClC=1C=C(C=C(C1)F)[C@@H]1N(OCC1)C1=CC(=NC=N1)NC=1C(=CC(=C(C1)NC(C=C)=O)N1CCC(CC1)N1C[C@H](OCC1)C)OC